5-(3-(prop-1-ynyl)phenoxy)-1H-1,2,3-triazole-4-carboxylic acid C(#CC)C=1C=C(OC2=C(N=NN2)C(=O)O)C=CC1